3-benzyl-1-(trans-4-((5-cyano-4-(1,3-dimethyl-1H-pyrazol-4-yl)pyrimidin-2-yl)amino)-cyclohexyl)-1-(5-(1-methyl-1H-pyrazol-4-yl)pyridin-2-yl)urea C(C1=CC=CC=C1)NC(N(C1=NC=C(C=C1)C=1C=NN(C1)C)[C@@H]1CC[C@H](CC1)NC1=NC=C(C(=N1)C=1C(=NN(C1)C)C)C#N)=O